C(C1=CC=CC=C1)O[C@H]1C(O[C@@H]([C@H]1OCC1=CC=CC=C1)COCC1=CC=CC=C1)(O)C1=CN=C2N1N=C(C=C2NC2CCCC2)Cl (3R,4R,5R)-3,4-bis(benzyloxy)-5-((benzyloxy)methyl)-2-(6-chloro-8-(cyclopentylamino)imidazo[1,2-b]pyridazin-3-yl)tetrahydrofuran-2-ol